FC=1C=C2C=CC(C2=CC1)P(C1=CC(=CC(=C1)F)F)C1=CC(=CC(=C1)F)F 5-fluoro-1H-indenyl-bis(3,5-difluorophenyl)phosphine